tert-butyl (2-(1-(3-((tert-butoxycarbonyl)amino)propoxy)cyclopropyl)pyridin-4-yl)(1-(tert-butyl)-3-((1S,3R)-3-hydroxycyclopentyl)-1H-pyrazol-5-yl)carbamate C(C)(C)(C)OC(=O)NCCCOC1(CC1)C1=NC=CC(=C1)N(C(OC(C)(C)C)=O)C1=CC(=NN1C(C)(C)C)[C@@H]1C[C@@H](CC1)O